ClC1=CC(=NC=C1)CO (4-Chloropyridin-2-yl)methanol